3,3-dimethyl-1-(4-sulfobutyl)-3H-indolium hydroxide [OH-].CC1(C=[N+](C2=CC=CC=C12)CCCCS(=O)(=O)O)C